NC1=CC=C(OC=2C(=C(C=C(C2)C(C)(C)C)OC2=CC=C(C=C2)N)C(C)(C)C)C=C1 bis(4-aminophenoxy)-2,5-di-tert-butyl-benzene